ClC=1C=C(C=CC1F)NC(=O)C=1C=2CC[C@@H](C2C(=CC1)F)NC(CCF)=O (S)-N-(3-chloro-4-fluorophenyl)-7-fluoro-1-(3-fluoropropanamido)-2,3-dihydro-1H-indene-4-carboxamide